C(\C=C/CCCCCC)OC(CCCNC(CCC1(OCC(CO1)OC(CCCN(C)C)=O)C(NCCCC(=O)OC\C=C/CCCCCC)=O)=O)=O [(Z)-non-2-enyl]4-[3-[5-[4-(dimethylamino)butanoyloxy]-2-[[4-[(Z)-non-2-enoxy]-4-oxo-butyl]carbamoyl]-1,3-dioxan-2-yl]propanoylamino]butanoate